sulfonyl-bis-(1,2,4-triazole) S(=O)(=O)(C1=NNC=N1)C1=NNC=N1